2-(4-(5-chloro-2-(1H-tetrazol-1-yl)phenyl)-2,5-dioxopiperazin-1-yl)-3-(4-fluorophenyl)propanoic acid ClC=1C=CC(=C(C1)N1CC(N(CC1=O)C(C(=O)O)CC1=CC=C(C=C1)F)=O)N1N=NN=C1